ClC1=C(C=CC(=C1)[N+](=O)[O-])[NH-] (2-chloro-4-nitrophenyl)amid